phenyl N-(5-tert-butyl-2-fluoro-phenyl)carbamate C(C)(C)(C)C=1C=CC(=C(C1)NC(OC1=CC=CC=C1)=O)F